m-ethyl-triazine C(C)N1NN=CC=C1